F[C@H]1CN(CC1)CC1=CC(=NC=C1)C=1C=C2CN(C(C2=CC1)=O)C1C(NC(CC1)=O)=O 3-(5-(4-(((R)-3-fluoropyrrolidin-1-yl)methyl)pyridin-2-yl)-1-oxoisoindolin-2-yl)piperidine-2,6-dione